C(#N)CCO[C@@](CC(CN)O)(O)PN(C(C)C)C(C)C cyanoethoxydiisopropylaminophosphino-(R)-4-aminobutane-1,3-diol